C(C)(=O)C1=NN(C2=CC=C(C=C12)C=1C=NC(=NC1)C)CC(=O)N1[C@@H](C[C@H](C1)F)C(=O)NC1=NN(C=C1)CCC(F)(F)F (2S,4R)-1-(2-(3-acetyl-5-(2-methylpyrimidin-5-yl)-1H-indazol-1-yl)acetyl)-4-fluoro-N-(1-(3,3,3-trifluoropropyl)-1H-pyrazol-3-yl)pyrrolidine-2-carboxamide